tert-butyl (3-(4-(7-hydroxy-6-isopropyl-2-oxo-4-thioxo-2H-benzo[e][1,3]oxazin-3(4H)-yl)phenoxy)propyl)carbamate OC1=CC2=C(C(N(C(O2)=O)C2=CC=C(OCCCNC(OC(C)(C)C)=O)C=C2)=S)C=C1C(C)C